(1S,2R,4S)-2-(hydroxymethyl)-2-(methoxymethyl)-4-methyl-quinuclidin-3-one OC[C@@]1(N2CCC(C1=O)(CC2)C)COC